CO[Si](CCCNCCNCCC[Si](OC)(OC)OC)(OC)OC N,N'-Bis(3-(trimethoxysilyl)propyl)ethylenediamine